CC(C#N)(\C=C\C=1SC=CC1)C (E)-2,2-dimethyl-4-(thiophen-2-yl)but-3-enenitrile